FC(C1=CC2=C(N=C(S2)C(=O)O)C=C1)(F)F 6-trifluoromethyl-benzo[d]thiazole-2-carboxylic acid